C1(CC1)C1=C(C(=NO1)C1=C(C=CC=C1Cl)Cl)CO[C@@H]1[C@@H]2CN([C@H](C1)C2)C=2SC1=C(N2)C(=CC(=C1)C(=O)O)F 2-[(1s,4s,5s)-5-{[5-cyclopropyl-3-(2,6-dichlorophenyl)-1,2-oxazol-4-yl]methoxy}-2-azabicyclo[2.2.1]heptan-2-yl]-4-fluoro-1,3-benzothiazole-6-carboxylic acid